7-ethoxy-2,2-dimethylchromane C(C)OC1=CC=C2CCC(OC2=C1)(C)C